tert-butyl (S)-2-((tert-butoxycarbonyl)amino)-3-(4-cyanothiazol-2-yl)propanoate C(C)(C)(C)OC(=O)N[C@H](C(=O)OC(C)(C)C)CC=1SC=C(N1)C#N